(S)-N-(5-Chloro-3-methyl-1H-pyrazol-4-yl)-5-fluoro-4-(5-fluoro-6-hydroxypyridin-2-yl)-2-((1,1,1-trifluoropropan-2-yl)oxy)benzamide ClC1=C(C(=NN1)C)NC(C1=C(C=C(C(=C1)F)C1=NC(=C(C=C1)F)O)O[C@H](C(F)(F)F)C)=O